[Na].C(C=C)CCCCC allyl-2-propyl-ethane sodium